C(C1=CC=CC=C1)OC1=C(N=CC2=CC(=CC=C12)C(F)(F)F)C(=O)OC Methyl 4-(benzyloxy)-7-(trifluoromethyl)isoquinoline-3-carboxylate